C(C1=CC=CC=C1)C1=C(C(NC2=CC=C(C=C12)Cl)=O)C(\C=C\C1=CC=C(C=C1)OC)=O 4-benzyl-6-chloro-3-[(E)-3-(4-methoxyphenyl)prop-2-enoyl]-1H-quinolin-2-one